N-ethyl-5-fluoro-2-[1-methyl-5-(1-{[(1r,4r)-4-ethanesulfonamidocyclohexyl]methyl}pyrrolidin-3-yl)-1H-pyrazolo[4,3-b]pyridin-7-yl]-N-(isopropyl)benzamide C(C)N(C(C1=C(C=CC(=C1)F)C1=C2C(=NC(=C1)C1CN(CC1)CC1CCC(CC1)NS(=O)(=O)CC)C=NN2C)=O)C(C)C